C(C1=CC=CC=C1)C([C@H]1N=C(O[C@H]1C)C1=CC=CC=C1)(CC1=CC=CC=C1)OP(C1CCCCC1)C1CCCCC1 [dibenzyl((4S,5S)-5-methyl-2-phenyl-4,5-dihydro-4-oxazolyl)methyl]dicyclohexylphosphinite